[N].N[C] Amino-carbon nitrogen